dimethyl-2-methoxyethyl-1H-imidazo[4,5-c]quinoline-1-ethanol CC1=CC=CC=2C3=C(C(=NC12)C)N=C(N3CCO)CCOC